FC1=CC(=CC2=CC=3C[C@@](CCC3N=C12)(C(C)C)F)C(=O)N[C@H](CC[NH+]1CC2CCCCC2CC1)C=1C=NC(=CC1)C1=CN=NC=C1 (7S)-4,7-difluoro-7-isopropyl-N-[(1R)-3-(1,2,3,4,4a,5,6,7,8,8a-decahydroisoquinolin-2-ium-2-yl)-1-(6-pyridazin-4-yl-3-pyridyl)propyl]-6,8-dihydro-5H-acridine-2-carboxamide